CC1=CC=C(C=C1)P(C1=CC=C(C=C1)C)C1=CC=C(C=C1)C tri(p-methylphenyl)phosphine